COC1=C(CCN)C=C(C(=C1)SCC)OC 2,5-Dimethoxy-4-ethylthiophenethylamine